N1CC(C1)N1N=CC(=C1)C=1C=CC=2N(C(C(=C(N2)NC2=C(C=C(C=C2)S(=O)(=O)N2CCN(CC2)C)F)C)=O)C1 7-(1-(Azetidin-3-yl)-1H-pyrazol-4-yl)-2-((2-fluoro-4-((4-methylpiperazin-1-yl)sulfonyl)phenyl)amino)-3-methyl-4H-pyrido[1,2-a]pyrimidin-4-one